2,4-Dimethylheptan CC(C)CC(CCC)C